NC1=NC2=CC(=CC=C2C=C1)CN(C(=O)C=1C=NC=CC1)C1=CC=CC=2C(CCS(C21)(=O)=O)(F)F N-[(2-aminoquinolin-7-yl)methyl]-N-(4,4-difluoro-1,1-dioxo-3,4-dihydro-2H-1λ6-benzothiopyran-8-yl)pyridine-3-carboxamide